tert-Butyl 3-[4-(2,2-dimethylpropyl)phenyl]azetidine-1-carboxylate CC(CC1=CC=C(C=C1)C1CN(C1)C(=O)OC(C)(C)C)(C)C